N[C@H]([C@@H](CC1=C(C=CC(=C1)NC)S(=O)(=O)NCC(C)C)O)CC1=CC=CC=C1 ((2R,3S)-3-amino-2-hydroxy-4-phenylbutyl)-N-isobutyl-4-(methylamino)benzenesulfonamide